3-(((2-cyanoethoxy)(diisopropylamino)phosphanyl)oxy)propane-1,2-diyl dipalmitate C(CCCCCCCCCCCCCCC)(=O)OCC(COP(N(C(C)C)C(C)C)OCCC#N)OC(CCCCCCCCCCCCCCC)=O